BrC1=C(C=C2C(=NC(=NC2=C1OC1CC1)OC[C@H]1N(CCC1)C)N1[C@H](CN(CC1)C(=O)OC(C)(C)C)C)Cl tert-butyl (S)-4-(7-bromo-6-chloro-8-cyclopropoxy-2-(((S)-1-methylpyrrolidin-2-yl) methoxy)quinazolin-4-yl)-3-methylpiperazin-1-carboxylate